C(#N)[C@H]1[C@@H](CCCC1)N1N=C(C(=C1)C(=O)N)NC1=CC2=C(B(OC2)O)C=C1 1-(trans-2-cyanocyclohexyl)-3-((1-hydroxy-1,3-dihydrobenzo[c][1,2]oxaborol-5-yl)amino)-1H-pyrazole-4-carboxamide